1-(2-phenylquinoline-6-yl)urea C1(=CC=CC=C1)C1=NC2=CC=C(C=C2C=C1)NC(=O)N